FC1=CC=C(OC2=CC=C(C(=O)NC3=CC(=NC=C3)C(=O)OC)C=C2)C=C1 Methyl 4-(4-(4-fluorophenoxy)benzamido)picolinate